Cl.NC\C=C(\CN1C(=NC2=C1C=C(C=C2C2=CC=C(C=C2)S(N(C)C)(=O)=O)C(=O)OC)C)/F Methyl (Z)-1-(4-amino-2-fluorobut-2-en-1-yl)-4-(4-(N,N-dimethylsulfamoyl)phenyl)-2-Methyl-1H-benzo[d]imidazole-6-carboxylate hydrochloride